C(C)(C)(C)C1=CC=C(C=C1)S(=O)(=O)N1CC=C(CC1)C=1C=C(C(=NC1)C(=O)[O-])O 5-(1-((4-tert-butylphenyl) sulfonyl)-1,2,5,6-tetrahydropyridin-4-yl)-3-hydroxy-pyridine-2-carboxylate